ClC1=C(C=NC=C1)OC1=CC=C(C=C1)C1CN(C1)C(=O)N1C[C@@H]2[C@@H](OCC(N2)=O)CC1 (4aR,8aS)-6-[3-[4-[(4-chloro-3-pyridinyl)oxy]phenyl]azetidine-1-carbonyl]-4,4a,5,7,8,8a-hexahydropyrido[4,3-b][1,4]oxazin-3-one